N,N-dimethyl-1-[[4-[5-(trifluoromethyl)-1,2,4-oxadiazol-3-yl]phenyl]methyl]triazole-4-carboxamide CN(C(=O)C=1N=NN(C1)CC1=CC=C(C=C1)C1=NOC(=N1)C(F)(F)F)C